N-(2,4,6-triphenylphenyl)-2-(4-fluorophenyl)imidazole C1(=CC=CC=C1)C1=C(C(=CC(=C1)C1=CC=CC=C1)C1=CC=CC=C1)N1C(=NC=C1)C1=CC=C(C=C1)F